5-isopropoxy-N-(1-methyl-2-oxo-1,2-dihydropyridin-3-yl)-2-(piperazine-1-yl)benzo[d]thiazole-6-carboxamide C(C)(C)OC=1C(=CC2=C(N=C(S2)N2CCNCC2)C1)C(=O)NC=1C(N(C=CC1)C)=O